N-hexadecyl-2-phenyl-3,5,7-triethoxyquinolin-4-one C(CCCCCCCCCCCCCCC)N1C(=C(C(C2=C(C=C(C=C12)OCC)OCC)=O)OCC)C1=CC=CC=C1